O1[C@@H](CC1)CN1C=NC=C1CO (S)-(1-(oxetan-2-ylmethyl)-1H-imidazol-5-yl)methanol